CC1=C(NC2=NSC=3C2=NC=C(N3)C=NC(C(=O)O)C(C)O)C=CC=C1C1=CC3=C(OCCO3)C=C1 2-((3-(2-methyl-3-(1,4-benzodioxan-6-yl)anilino)isothiazolo[4,5-b]pyrazin-6-ylmethylene)amino)-3-hydroxybutyric acid